C(=O)(OCC1C2=CC=CC=C2C2=CC=CC=C12)N1[C@@H](C[C@@H](C1)N=[N+]=[N-])C(=O)O Fmoc-(2S,4S)-4-azidoproline